(4-bromopyridin-3-yl)methanol BrC1=C(C=NC=C1)CO